Palladium(II) 1-methylnaphthylchlorid CC1=C(C=CC2=CC=CC=C12)Cl.[Pd+2]